ISOPROPYLMETHOXYPYRAZINE CC(C)C1=NC=CN=C1OC